CN(CCCNS(=O)(=O)C1=CC=C(C=C1)[C@H]1[C@@H](C1)C(=O)OCC)C trans-Ethyl 2-(4-(N-(3-(dimethylamino)propyl)sulfamoyl)phenyl)cyclopropane-1-carboxylate